3-(4'-bromo-[1,1'-biphenyl]-4-yl)-9-phenyl-9H-carbazole BrC1=CC=C(C=C1)C1=CC=C(C=C1)C=1C=CC=2N(C3=CC=CC=C3C2C1)C1=CC=CC=C1